C([C@@H](O)C1=CC=CC=C1)(=O)O.C(C1=CC=CC=C1)OC(=O)N1C[C@@H]2NC(OC[C@@H]2C1)(C)C (4aR,7aR)-2,2-dimethylhexahydropyrrolo[3,4-d][1,3]oxazine-6(4H)-carboxylic acid benzyl ester [(S)-mandelate]